1-(1-Cyclopropylimidazol-2-yl)-4-[2-oxo-2-(N-phenylanilino)ethyl]piperidine-4-carboxylic acid C1(CC1)N1C(=NC=C1)N1CCC(CC1)(C(=O)O)CC(N(C1=CC=CC=C1)C1=CC=CC=C1)=O